O[C@@H]1C[C@H](N(C1)C([C@H](C(C)(C)C)NC(CCCCCC(=O)N)=O)=O)C(NCC1=CC=C(C=C1)C1=C(N=CS1)C)=O N7-((S)-1-((2S,4R)-4-hydroxy-2-((4-(4-methylthiazol-5-yl)benzyl)carbamoyl)pyrrolidin-1-yl)-3,3-dimethyl-1-oxobutan-2-yl)heptanediamide